(R)-2-((4-(5-(1-(3,5-Dichloropyridin-4-yl)ethoxy)-1H-indazol-3-yl)pyridin-2-yl)amino)ethan-1-ol ClC=1C=NC=C(C1[C@@H](C)OC=1C=C2C(=NNC2=CC1)C1=CC(=NC=C1)NCCO)Cl